6-[5-chloro-1-(4-fluorophenyl)imidazol-2-yl]-3-iodo-imidazo[1,2-a]pyridine ClC1=CN=C(N1C1=CC=C(C=C1)F)C=1C=CC=2N(C1)C(=CN2)I